(R)-(4-(4-methylpyrazolo[1,5-a]pyridin-2-yl)-1,4,6,7-tetrahydro-5H-imidazo[4,5-c]pyridin-5-yl)(2-(pyridin-2-yl)oxazol-5-yl)methanone CC=1C=2N(C=CC1)N=C(C2)[C@@H]2N(CCC1=C2N=CN1)C(=O)C1=CN=C(O1)C1=NC=CC=C1